C(CCCCCCCCCCC)N1CN(C=C1)C 1-dodecyl-3-methylimidazol